FC1=C(CNC(=O)C=2C(C(=C3N([C@H]4[C@H](CC[C@@H](N(C3=O)C4)CF)OC)C2)O)=O)C=CC(=C1)F (3R,6S,7R)-N-(2,4-difluorobenzyl)-3-(fluoromethyl)-12-hydroxy-6-methoxy-1,11-dioxo-1,4,5,6,7,11-hexahydro-3H-2,7-methanopyrido[1,2-a][1,4]diazonine-10-carboxamide